3-nitro-5-(trifluoromethyl)pyridin-2-ol [N+](=O)([O-])C=1C(=NC=C(C1)C(F)(F)F)O